3-([1,2,4]triazolo[1,5-a]pyridin-7-yl)-N-(1-(1-methylpiperidin-4-yl)-1H-pyrazol-4-yl)-1H-pyrrolo[2,3-b]pyridine-5-carboxamide N=1C=NN2C1C=C(C=C2)C2=CNC1=NC=C(C=C12)C(=O)NC=1C=NN(C1)C1CCN(CC1)C